Cl.Cl.N1N=CC(=C1)C=1C=C(C=CC1O[C@@H]1CNCC1)C(=O)N1CCC(CC1)OC1=CC(=CC(=C1)N1CCNCC1)F (S)-(3-(1H-pyrazol-4-yl)-4-(pyrrolidin-3-yloxy)phenyl)(4-(3-fluoro-5-(piperazin-1-yl)phenoxy)piperidin-1-yl)methanone dihydrochloride